C(C)(C)(C)NC(CN(C)C=1C2=C(N=C(N1)Cl)SC(=C2C)C)=O N-(tert-butyl)-2-((2-chloro-5,6-dimethylthieno[2,3-d]pyrimidin-4-yl)(methyl)amino)acetamide